C(C)(=O)OC[C@H]1C(CC[C@H]2C(CCC[C@]12C)(C)C)=O ((1S,4aS,8aS)-5,5,8a-trimethyl-2-oxodecahydronaphthalen-1-yl)methyl acetate